4-bromo-5-iodo-1H-indazole BrC1=C2C=NNC2=CC=C1I